C1(CC1)CN1C2[C@@]3(CCC([C@H]4[C@]3(CC1)C1=C(O4)C(=CC=C1C2)OC(CCCCCCC\C=C/CCCCCCCC)=O)=O)O oleic acid (4aS,7aR,12bS)-3-(cyclopropylmethyl)-4a-hydroxy-7-oxo-2,3,4,4a,5,6,7,7a-octahydro-1H-4,12-methanobenzofuro[3,2-e]isoquinolin-9-yl ester